CN1CC(C1)(C)[C@@](O)(C1=CC=C(C=C1)OC(F)(F)F)C1=C(C=CC=C1)F (S)-(1,3-Dimethyl-azetidin-3-yl)-(2-fluoro-phenyl)-(4-trifluoromethoxy-phenyl)-methanol